[Sb]=[Te].[In].[Ag] Silver indium antimony telluride